o-chlorophenyl-boric acid ClC1=C(C=CC=C1)OB(O)O